(S)-3-(1-Oxo-5-(((S)-1-((2-((S)-tetrahydrofuran-3-yl)quinazolin-6-yl)methyl)-pyrrolidin-3-yl)oxy)isoindolin-2-yl)piperidine-2,6-dione O=C1N(CC2=CC(=CC=C12)O[C@@H]1CN(CC1)CC=1C=C2C=NC(=NC2=CC1)[C@H]1COCC1)[C@@H]1C(NC(CC1)=O)=O